FC=1C(=C(C=CC1F)[C@H]1[C@@H](S[C@](C1)(C(F)(F)F)C)C(=O)NC1=CC(=C(C=C1)F)S(N)(=O)=O)OC (2R,3S,5R)-3-(3,4-difluoro-2-methoxyphenyl)-N-(4-fluoro-3-sulfamoylphenyl)-5-methyl-5-(trifluoromethyl)tetrahydrothiophene-2-carboxamide